FC1=C(C=CC=C1)C1=CC(=CN1S(=O)(=O)C=1C=NC=CC1)CNC 1-[5-(2-fluorophenyl)-1-[(pyridine-3-yl)sulfonyl]-1H-pyrrol-3-yl]-N-methyl-methylamine